Cl.C1N(CC12CCNCC2)C(C)=O 1-(2,7-diazaspiro[3.5]non-2-yl)ethanone hydrochloride